C12CN(CC(CC1)N2)C=2C=CC(=C(C(=O)NC1(CC1)C1=C3C=CC=NC3=CC(=C1)C=1OC=CN1)C2)C 5-(3,8-diazabicyclo[3.2.1]octan-3-yl)-2-methyl-N-(1-(7-(oxazol-2-yl)quinolin-5-yl)cyclopropyl)benzamide